3-amino-2,3-dihydrothiophene 1,1-dioxide hydrogen bromide Br.NC1CS(C=C1)(=O)=O